C[C@@]12CNC[C@@H](CC1)N2C(=O)[O-] (1S,5R)-1-methyl-3,8-diazabicyclo[3.2.1]octane-8-carboxylate